N-ureido-triazole N(C(=O)N)N1N=NC=C1